NC1(CN(C1)C1=NC=C(C=N1)C1=CC2=C(N=C3N2[C@H]2C4=C(C(N([C@@H]3C2)C([2H])([2H])[2H])=O)C=CC=C4C#CC)C=C1)C (7R,14R)-11-(2-(3-amino-3-methylazetidin-1-yl)pyrimidin-5-yl)-6-(methyl-d3)-1-(prop-1-yn-1-yl)-6,7-dihydro-7,14-methanobenzo[f]benzo[4,5]imidazo[1,2-a][1,4]diazocin-5(14H)-one